FC(C=1C(=C(C=CC1)[C@@H](C)NC1=NN(C(C=2C1=CN(C(C2)=O)[C@@]2(CN(CC2)C)C(F)(F)F)=O)C)F)F 4-(((R)-1-(3-(difluoromethyl)-2-fluorophenyl)ethyl)amino)-2-methyl-6-((S)-1-methyl-3-(trifluoromethyl)pyrrolidin-3-yl)-2,6-dihydropyrido[3,4-d]pyridazine-1,7-dione